1-benzyl-4-ethyl-3-(((benzyloxy)carbonyl)amino)azepane C(C1=CC=CC=C1)N1CC(C(CCC1)CC)NC(=O)OCC1=CC=CC=C1